ClC1=C(C=C2C=C(C(NC2=C1)=O)C=1C=C(C=CC1)CC(=O)O)C1=CC=C2C=CN=CC2=C1 2-(3-(7-chloro-6-(isoquinolin-7-yl)-2-oxo-1,2-dihydro-quinolin-3-yl)phenyl)acetic acid